C(C)(C)(C)C1=CC=C(CSC=2C(=NC(=NC2)/C(/N)=N/OCC)C2=NC3=C(N2C)C=CC=C3)C=C1 (Z)-5-((4-(tert-butyl)benzyl)thio)-N'-ethoxy-4-(1-methyl-1H-benzo[d]imidazol-2-yl)pyrimidine-2-carboximidamide